4-(difluoromethyl)-N-(5-methyl-1H-pyrazol-3-yl)-6-(piperazin-1-yl)pyridin-2-amine trifluoroacetate FC(C(=O)O)(F)F.FC(C1=CC(=NC(=C1)N1CCNCC1)NC1=NNC(=C1)C)F